(R)-N-(2-(4-cyanothiazolidin-3-yl)-2-oxoethyl)-6-(5-methyl-3-(trifluoromethyl)-1H-pyrazol-1-yl)quinoline-4-carboxamide C(#N)[C@H]1N(CSC1)C(CNC(=O)C1=CC=NC2=CC=C(C=C12)N1N=C(C=C1C)C(F)(F)F)=O